methyldimethoxyvinyl-silane 1-amino-4-[1-naphthylamino]-9,10-dioxo-9,10-dihydroanthracene-2-sulfonate NC1=C(C=C(C=2C(C3=CC=CC=C3C(C12)=O)=O)NC1=CC=CC2=CC=CC=C12)S(=O)(=O)O.C[SiH2]C=C(OC)OC